FC1=CC=C(C=C1)N1C(C(=CC=C1)C(=O)NC1=CC(=C(C=C1)B1OC(C(O1)(C)C)(C)C)F)=O 1-(4-fluorophenyl)-N-[3-fluoro-4-(4,4,5,5-tetramethyl-1,3,2-dioxaborolan-2-yl)phenyl]-2-oxo-1,2-dihydropyridine-3-carboxamide